OC1=C(C(=O)O)C=CC(=C1)C(NC1=CC=2C(CCC(C2C=C1)(C)C)(C)C)=O 2-Hydroxy-4-((5,5,8,8-tetramethyl-5,6,7,8-tetrahydronaphthalen-2-yl)carbamoyl)benzoic acid